COC1=CC2=C(C=C1)C1(CC1)CNCC2 7-methoxy-2,3,4,5-tetrahydrospiro[benzo[d]azepin-1,1'-cyclopropane]